tert-butyl (3-((3-acetylbenzyl)oxy)propyl)(methyl)carbamate C(C)(=O)C=1C=C(COCCCN(C(OC(C)(C)C)=O)C)C=CC1